C1=CC=CC=2C3=CC=CC=C3C(C12)COC(=O)N[C@@H](C(=O)NC1=C(C=CC(=C1)F)N1CCN(CC1)C(=O)OC(C)(C)C)C([2H])([2H])C1=CC=CC=C1 t-Butyl (R)-4-(2-(2-((((9H-fluoren-9-yl)methoxy)carbonyl)amino)-3-phenylpropanamido-3,3-d2)-4-fluorophenyl)piperazine-1-carboxylate